BrC=1C=C(C=NC2=C(C=C(C=C2)Cl)Cl)C=CC1 N-(3-bromobenzylidene)-2,4-dichloro-benzenamine